N[C@@H]1[C@@H](OCC12CCN(CC2)C=2C(=NC(=CN2)SC2=C(C(=NC=C2)N2C(CCC2)CN)Cl)CO)C (3-((3S,4S)-4-amino-3-methyl-2-oxa-8-azaspiro[4.5]decan-8-yl)-6-(2-(2-(aminomethyl)pyrrolidin-1-yl)-3-chloropyridin-4-ylthio)pyrazin-2-yl)methanol